CC1=NN(C2=CC(=CC=C12)C(=O)N)CCCCCCCCOC1OCCCC1 3-methyl-1-[8-(oxan-2-yloxy)octyl]indazole-6-carboxamide